[Si](C)(C)(C(C)(C)C)O[C@H]1C[C@@H](N(C1C)C(=O)C1CC1)C=O (2R,4S)-4-((tert-butyldimethylsilyl)oxy)-1-(cyclopropanecarbonyl)-5-methylpyrrolidine-2-carbaldehyde